C1(CC1)C1=C(C(=NO1)C1=C(C=CC=C1)OC(F)(F)F)C1OC2(CO1)CCN(CC2)C2=CC=CC(=N2)C(=O)O 6-(2-(5-cyclopropyl-3-(2-(trifluoromethoxy)phenyl)isoxazol-4-yl)-1,3-dioxa-8-azaspiro[4.5]dec-8-yl)pyridine-2-carboxylic acid